diethoxy(methyl)vinyl-silane (R)-benzyl-4-(7-bromo-6-chloro-8-fluoro-2-(((S)-1-methylpyrrolidin-2-yl)methoxy)quinazolin-4-yl)-2-(cyanomethyl)piperazine-1-carboxylate C(C1=CC=CC=C1)OC(=O)N1[C@@H](CN(CC1)C1=NC(=NC2=C(C(=C(C=C12)Cl)Br)F)OC[C@H]1N(CCC1)C)CC#N.C(C)O[SiH](C=CC)OCC